COC(=O)C=1C=C(C(=O)O)C=C(C1C)C(F)(F)F 3-(methoxycarbonyl)-4-methyl-5-(trifluoromethyl)benzoic acid